N1=CC(=CC=C1)C=1C=C(C=C(C1)C=1C=NC=CC1)C1=NC(=NC(=C1)C1=CC(=CC(=C1)C=1C=NC=CC1)C=1C=NC=CC1)C 4,6-bis(3,5-bis-3-pyridylphenyl)-2-methylpyrimidine